(S)-N-(1-(6-(6-(Difluoromethyl)imidazo[1,2-b]pyridazin-3-yl)pyrimidin-4-yl)piperidin-3-yl)cyclopropanesulfonamide FC(C=1C=CC=2N(N1)C(=CN2)C2=CC(=NC=N2)N2C[C@H](CCC2)NS(=O)(=O)C2CC2)F